(S)-(4-bromo-3-oxo-1-phenylbutan-2-yl)carbamic acid tert-butyl ester C(C)(C)(C)OC(N[C@@H](CC1=CC=CC=C1)C(CBr)=O)=O